Melamine nitrate salt [N+](=O)(O)[O-].N1=C(N)N=C(N)N=C1N